(3-((5-(4,6-dimethylpyrimidin-5-yl)pyridin-2-yl)methyl)-1,2,3-oxadiazol-3-ium-5-yl)((2-(trifluoromethyl)pyridin-4-yl)carbamoyl)amide CC1=NC=NC(=C1C=1C=CC(=NC1)C[N+]1=NOC(=C1)[N-]C(NC1=CC(=NC=C1)C(F)(F)F)=O)C